methyl (S)-2-((2-(2,6-difluoro-4-(methylcarbamoyl)phenyl)-4-methyl-1H-indol-3-yl)methyl)morpholine-4-carboxylate FC1=C(C(=CC(=C1)C(NC)=O)F)C=1NC2=CC=CC(=C2C1C[C@H]1CN(CCO1)C(=O)OC)C